ClC1=NN(C=C1C(=O)NC1CCC(CC1)NC1=CN(C(C(=C1)C(F)(F)F)=O)C)CC(F)(F)F 3-chloro-N-((1S,4S)-4-((1-methyl-6-oxo-5-(trifluoromethyl)-1,6-dihydropyridin-3-yl)amino)cyclohexyl)-1-(2,2,2-trifluoroethyl)-1H-pyrazole-4-carboxamide